FC1=CC(=C(C=C1)C(=O)N1[C@@H]2[C@@H](C[C@H](C1)CC2)NC2=NC=C(C=C2)C)C2=NC=CC=N2 (4-fluoro-2-(pyrimidin-2-yl)phenyl)((1S,4R,6R)-6-((5-methylpyridin-2-yl)amino)-2-azabicyclo[2.2.2]oct-2-yl)methanone